ethyltri(2-hydroxyethyl)ammonium hydroxide [OH-].C(C)[N+](CCO)(CCO)CCO